C(#N)C=1C=NC(=NC1)NC(CNS(=O)(=O)C)C1=CC=C(C=C1)OC(F)(F)F N-(2-((5-cyanopyrimidin-2-yl)amino)-2-(4-(trifluoromethoxy)phenyl)ethyl)methanesulfonamide